N-(1-(3,4-dichlorophenyl)-2-(dimethylamino)ethyl)-4-(tetrahydro-2H-pyran-2-yl)benzenesulfonamide ClC=1C=C(C=CC1Cl)C(CN(C)C)NS(=O)(=O)C1=CC=C(C=C1)C1OCCCC1